CCCC1CCCC1 n-propylcyclopentane